4-((8-aminooctyl)amino)-2-(2,6-dioxopiperidin-3-yl)isoindoline-1,3-dione trifluoroacetate salt FC(C(=O)O)(F)F.NCCCCCCCCNC1=C2C(N(C(C2=CC=C1)=O)C1C(NC(CC1)=O)=O)=O